11-(3-tridecylbicyclo[1.1.1]pentan-1-yl)undecanoic acid C(CCCCCCCCCCCC)C12CC(C1)(C2)CCCCCCCCCCC(=O)O